ClC=1C(=NC=CC1)I 3-chloro-2-iodopyridine